C1(=CC=CC=C1)C1=NOC(=C1)CNC(=O)C1=NC2=CC=CC=C2C=C1 N-[(3-phenyl-isoxazol-5-yl)-methyl]-quinoline-2-carboxamide